ClC=1C=CC2=C([C@@H](C[C@@H](O2)C(=O)NC23CC(C2)(C3)C=3OC(=CN3)[C@@H]3C[C@@H](C3)OC(F)(F)F)O)C1 (2R,4R)-6-chloro-4-hydroxy-N-(3-{5-[cis-3-(trifluoromethoxy)cyclobutyl]-1,3-oxazol-2-yl}bicyclo[1.1.1]pentan-1-yl)-3,4-dihydro-2H-1-benzopyran-2-carboxamide